(2,3,5,6-tetrahydro-1,4-oxazin-4-yl)methyltrimethoxysilane O1CCN(CC1)C[Si](OC)(OC)OC